C[N+]1(CC(CC(C1)C)C)C 1,1,3,5-tetramethylpiperidin-1-ium